(S)-N-(1-(4-(2-(2-aminopyridin-3-yl)-5-phenyl-3H-imidazo[4,5-b]pyridin-3-yl)phenyl)ethyl)-3-formyl-4-hydroxybenzamide NC1=NC=CC=C1C1=NC=2C(=NC(=CC2)C2=CC=CC=C2)N1C1=CC=C(C=C1)[C@H](C)NC(C1=CC(=C(C=C1)O)C=O)=O